Cl.NC(C(=O)N1CCN(CC1)C(=O)NC1=NC(N(C=C1)C1=CC=C(C=C1)CN1CCC(CC1)[C@@H](C)N)=O)(C)C 4-(2-Amino-2-methylpropanoyl)-N-{1-[4-({4-[(1R)-1-aminoethyl]piperidin-1-yl}methyl)phenyl]-2-oxo-1,2-dihydropyrimidin-4-yl}piperazine-1-carboxamide hydrochloride salt